C(C)OP(=O)(OCC)[C@H](C1=CC2=C(SC(=C2)C(=O)O)C=C1)F (R)-5-((diethoxyphosphoryl)fluoromethyl)benzo[b]thiophene-2-carboxylic acid